ClC1=NC(=NC(=N1)Cl)N1C(C2(CC1)C(CCCC2)=O)=O 2-(4,6-dichloro-1,3,5-triazin-2-yl)-2-azaspiro[4.5]decane-1,6-dione